8-(2,4-difluorophenyl)-2,3-dimethyl-6-[(2R)-2-(1-methylpyrazol-4-yl)morpholin-4-yl]pyrimido[5,4-d]pyrimidin-4-one FC1=C(C=CC(=C1)F)C1=NC(=NC2=C1N=C(N(C2=O)C)C)N2C[C@H](OCC2)C=2C=NN(C2)C